C1(CC1)C1=NN(C=C1)CC(=O)N[C@@H](CC1=CC(=CC(=C1)F)F)C1=NC2=CC(=CC=C2C(N1C1=CC=C(C=C1)S(=O)(=O)N1CCOCC1)=O)C1=C(C=CC=C1F)F (S)-2-(3-cyclopropyl-1H-pyrazol-1-yl)-N-(2-(3,5-difluorophenyl)-1-(7-(2,6-difluorophenyl)-3-(4-(morpholinosulfonyl)phenyl)-4-oxo-3,4-dihydroquinazolin-2-yl)ethyl)acetamide